C[C@@H]1CN(C[C@@H](O1)C)C1=CC=C(C=C1)C=C (2r,6s)-2,6-dimethyl-4-(4-vinylphenyl)morpholine